6-amino-2-(difluoromethyl)-3-(3-fluoro-2-pyridyl)-7-(3-hydroxy-2,6-dimethyl-phenyl)benzimidazole-5-carboxamide NC=1C(=CC2=C(N=C(N2C2=NC=CC=C2F)C(F)F)C1C1=C(C(=CC=C1C)O)C)C(=O)N